C(C1=CC=CC=C1)OC1=C(C(=C(C(=O)OC2=C(C(=C(C(=O)OCOC)C(=C2C)C)Br)C)C(=C1)C)C)C methoxymethyl 4-((4-(benzyloxy)-2,3,6-trimethylbenzoyl)oxy)-2-bromo-3,5,6-trimethylbenzoate